BrC=1C(=CC=C2C(=CNC12)C1=NC(=NC=C1C(F)(F)F)NC1C[C@H]2CC[C@@H](C1)N2C(=O)[O-])C#N (1R,3s,5S)-3-((4-(7-Bromo-6-cyano-1H-indol-3-yl)-5-(trifluoromethyl)pyrimidin-2-yl)amino)-8-azabicyclo[3.2.1]octane-8-carboxylate